Iridium (III) bis(phenyl)pyridine C1(=CC=CC=C1)C=1C(=NC=CC1)C1=CC=CC=C1.[Ir+3]